α-keto-β-methylvalerate O=C(C(=O)[O-])C(CC)C